BrC=1C=C(C=C2C(C=C(OC12)SCC)=O)C(F)(F)F 8-bromo-2-ethylsulfanyl-6-(trifluoromethyl)chromen-4-one